C(C=C)(=O)OCCCCCCCC[SiH](OCC)OCC acryloyloxyoctyldiethoxysilane